O(C1=CC=CC=C1)C(=O)N(CC(=O)O)CCC(=O)O N-phenoxycarbonyl-N-carboxyethyl-glycine